NC1=C(C=CC(=C1)N)OCCO 2,4-diamino-1-(β-hydroxyethyloxy)benzene